[Rh+3].F[B-](F)(F)F.C1=CCCC=CCC1.F[B-](F)(F)F.F[B-](F)(F)F (1,5-cyclooctadiene) tetrafluoroborate rhodium